C(C1=CC=CC=C1)ON1C(=CC=C(C1=O)C(=O)OC)C(=O)OC Dimethyl 1-(benzyloxy)-6-oxo-1,6-dihydropyridine-2,5-dicarboxylate